2,4-dimethyl-benzene-1,3-dithiol CC1=C(C=CC(=C1S)C)S